C(#N)C=1C=C(C=CC1)[C@@H]1N(OCC1)C1=CC(=NC=N1)NC=1C(=CC(=C(C1)NC(C=C)=O)N1CCC(CC1)N1CCN(CC1)C1CC1)OC N-(5-((6-((R)-3-(3-cyanophenyl)isoxazolidine-2-yl)pyrimidine-4-yl)amino)-2-(4-(4-cyclopropyl-piperazine-1-yl)piperidine-1-yl)-4-methoxyphenyl)acrylamide